FC(C)(F)C1=CC=C(C=C1)C1=CC(=C(C(=C1)F)N1C(C2(N3C1=NC=C3)CC2)=O)F 7'-[4-[4-(1,1-difluoroethyl)phenyl]-2,6-difluoro-phenyl]spiro[cyclopropane-1,5'-imidazo[1,2-a]imidazole]-6'-one